N-((1R,3r,5S,6r)-3-(6-chloro-1H-indazol-4-yl)-3-hydroxy-bicyclo[3.1.0]hexane-6-yl)-6-fluoroquinoline-4-carboxamide ClC1=CC(=C2C=NNC2=C1)C1(C[C@H]2C([C@H]2C1)NC(=O)C1=CC=NC2=CC=C(C=C12)F)O